6-(tert-Butyl) 7-methyl (1R,5R,7R)-2-oxo-3-((R)-1-phenylethyl)-3,6-diazabicyclo[3.2.1]octane-6,7-dicarboxylate O=C1[C@H]2[C@@H](N([C@@H](CN1[C@H](C)C1=CC=CC=C1)C2)C(=O)OC(C)(C)C)C(=O)OC